methyl 3-methyl-5-(methylthio)-1H-pyrrole-2-carboxylate CC1=C(NC(=C1)SC)C(=O)OC